CC=1CCC(C(C1)C=1C(=C(C(=CC1O)CCCCC)C1=NN=C(N1)C)O)C(=C)C 5'-methyl-3-(5-methyl-4H-1,2,4-triazol-3-yl)-4-pentyl-2'-(prop-1-en-2-yl)-1',2',3',4'-tetrahydro-[1,1'-biphenyl]-2,6-diol